CN=CCCNCCC methylimino-bis(propyl)amine